5-phenyl-1H-pyrrole-3-sulfonyl fluoride C1(=CC=CC=C1)C1=CC(=CN1)S(=O)(=O)F